FC=1C=CC(=C2C3=C(NC12)CC1CCC3N1C(=O)C1=NNC(=C1)C(F)(F)F)C (4-Fluoro-1-methyl-5,6,7,8,9,10-hexahydro-7,10-epiminocyclohepta[b]indol-11-yl)(5-(trifluoromethyl)-1H-pyrazol-3-yl)methanone